[OH-].C[N+](C(CC)O)(C)C trimethyl-(1-hydroxypropyl)ammonium hydroxide